ClC=1C2=CN(N=C2C=CC1C1=NNC=2N=C(N(C(C21)=O)C)N2CCC1(CNC1)CC2)C 3-(4-chloro-2-methyl-2H-indazol-5-yl)-6-{2,7-diazaspiro[3.5]nonan-7-yl}-5-methyl-1H,4H,5H-pyrazolo[3,4-d]pyrimidin-4-one